(S)-1-methyl-5-(1-tritylaziridine-2-carboxamido)-1H-imidazole-2-carboxylic acid CN1C(=NC=C1NC(=O)C1[N@](C1)C(C1=CC=CC=C1)(C1=CC=CC=C1)C1=CC=CC=C1)C(=O)O